N,N-Dibenzylhydroxyl-amin C(C1=CC=CC=C1)N(CC1=CC=CC=C1)O